5-((2-(4-methyl-1-oxo-1,3-dihydroisobenzofuran-5-yl)morpholino)methyl)pyridin CC1=C2COC(C2=CC=C1C1OCCN(C1)CC=1C=CC=NC1)=O